1-((R)-1-(4H-1,2,4-triazol-4-yl)propyl)-N-(4-chloro-3-(1-methyl-1H-1,2,4-triazol-3-yl)phenyl)-3-methyl-6-azabicyclo[3.1.1]heptane-6-carboxamide N=1N=CN(C1)[C@H](CC)C12CC(CC(N1C(=O)NC1=CC(=C(C=C1)Cl)C1=NN(C=N1)C)C2)C